BrC=1C=C(C(=O)N(C)OC)C(=CN1)F 2-bromo-5-fluoro-N-methoxy-N-methylisonicotinamide